C(#N)C=1C(=NC(=C(C1CC)C#N)OCCN(C)C)SC(C(=O)N)C1=CC=CC=C1 2-((3,5-dicyano-6-(2-(dimethylamino)ethoxy)-4-ethylpyridin-2-yl)sulfanyl)-2-phenylacetamide